Ethyl (S)-3-(3-(4-Hydroxy-1,5-dimethyl-2-oxo-1,2-dihydropyridin-3-yl)ureido)-3-(2'-(trifluoromethoxy)biphenyl-3-yl)propanoat OC1=C(C(N(C=C1C)C)=O)NC(N[C@@H](CC(=O)OCC)C=1C=C(C=CC1)C1=C(C=CC=C1)OC(F)(F)F)=O